((2R,4S,5R)-4-amino-5-(phenylmethoxy)tetrahydro-2H-pyran-2-yl)((S)-1-(4-fluorophenyl)-3,4-dihydroisoquinolin-2(1H)-yl)methanone N[C@H]1C[C@@H](OC[C@@H]1OCC1=CC=CC=C1)C(=O)N1[C@H](C2=CC=CC=C2CC1)C1=CC=C(C=C1)F